2,3-dihydroxyl-4-(hydroxymethyl)cyclopent-2-en-1-one methyl-2-oxo-1-(thiophen-3-ylmethyl)-2,3-dihydro-1H-thieno[2,3-b][1,4]thiazine-6-carboxylate COC(=O)C1=CC2=C(SCC(N2CC2=CSC=C2)=O)S1.OC=1C(CC(C1O)CO)=O